4-(((1R,5S,6s)-3-(tert-butoxycarbonyl)-3-azabicyclo[3.1.0]hexan-6-yl)amino)-6-oxo-1,6-dihydropyridine-3-carboxylic acid C(C)(C)(C)OC(=O)N1C[C@@H]2C([C@@H]2C1)NC=1C(=CNC(C1)=O)C(=O)O